FC(CCC)F 4,4-difluorobutan